2-bromo-6-chloro-4-methylpyridine BrC1=NC(=CC(=C1)C)Cl